C1(=CC=CC=C1)C=1OC2=CC=CC=C2C(C1)=O 2-phenyl-chromen-4-one